FC(C1=CC(=NO1)CC(=O)OCC)(F)F ethyl 2-(5-(trifluoromethyl)isoxazol-3-yl)acetate